C(C1=CC=CC=C1)OC(C(CNC(=O)C1=CC2=NC=CC(=C2S1)OCC)NC(=O)OCC1=CC=CC=C1)=O benzyl-2-(((benzyloxy)carbonyl)amino)-3-(7-ethoxythieno[3,2-b]pyridine-2-carboxamido)propanoate